4-(cyclohexylamino)-N-methyl-3-(2-(1-(pyridin-3-yl)piperidin-3-yl)-2H-tetrazol-5-yl)benzenesulfonamide C1(CCCCC1)NC1=C(C=C(C=C1)S(=O)(=O)NC)C=1N=NN(N1)C1CN(CCC1)C=1C=NC=CC1